Cl.NCCOCCNC(C1C(C=C(C=C1)NC=1C=2N(C=CN1)C(=CN2)C2=C(C(=C(C=C2)F)F)F)(C)C)=O N-(2-(2-aminoethoxy)ethyl)-2-methyl-4-((3-(2,3,4-trifluorophenyl)imidazo[1,2-a]pyrazin-8-yl)amino)-2-methylbenzamide hydrochloride